C1(CCCC1)C1=CN=CC(=N1)C1=CC(=C(C(=C1)F)N1CCC(CC1)CC(=O)O)F 2-[1-[4-(6-cyclopentylpyrazin-2-yl)-2,6-difluoro-phenyl]-4-piperidinyl]acetic acid